5-methylsulfanyl-3-(4-morpholinoanilino)pyrazine-2-carboxamide CSC=1N=C(C(=NC1)C(=O)N)NC1=CC=C(C=C1)N1CCOCC1